9-methyldecan-1-ol CC(CCCCCCCCO)C